C1(C=CC(N1C(C(=O)O)CCCC)=O)=O N-e-maleimidocaproic acid